4-((5-((2-methoxyethoxy)methyl)-2-phenyl-1H-indol-7-yl)amino)cyclohexan-1-ol COCCOCC=1C=C2C=C(NC2=C(C1)NC1CCC(CC1)O)C1=CC=CC=C1